CN1CCCCCC1 n-methyl-hexahydroazepin